2,2,2-trifluoroethyl 4-methylbenzenesulfonate CC1=CC=C(C=C1)S(=O)(=O)OCC(F)(F)F